p-HYDROXYACETOPHENONE CC(=O)C1=CC=C(C=C1)O